2-(((3-((1-(4-chloro-2-methoxyphenyl)-2-oxo-2-(6'-(trifluoromethoxy)spiro[cyclopropane-1,3'-indolin]-1'-yl)ethyl)amino)-5-methoxybenzylidene)amino)oxy)propanoic acid ClC1=CC(=C(C=C1)C(C(N1CC2(C3=CC=C(C=C13)OC(F)(F)F)CC2)=O)NC=2C=C(C=NOC(C(=O)O)C)C=C(C2)OC)OC